C1(CC1)N1C=NC2=C1C(=C(C=C2)F)CN (3-cyclopropyl-5-fluoro-benzimidazol-4-yl)methanamine